4-cyclopropyl-1-[(1-hydroxy-5-isoquinolyl)sulfonyl]indoline-6-carbonitrile C1(CC1)C1=C2CCN(C2=CC(=C1)C#N)S(=O)(=O)C1=C2C=CN=C(C2=CC=C1)O